ClCC/C=C/C=O (E)-5-Chloropent-2-en-1-al